(S)-tetrahydrofuran-3,4-diyl dipropionate C(CC)(=O)O[C@H]1COCC1OC(CC)=O